(3R)-3-amino-7-(5-tert-butyl-1,3,4-oxadiazol-2-yl)-5-[[4-(4-methoxy-1-piperidyl)phenyl]methyl]-1,1-dioxo-2,3-dihydro-1lambda6,5-benzothiazepin-4-one N[C@H]1CS(C2=C(N(C1=O)CC1=CC=C(C=C1)N1CCC(CC1)OC)C=C(C=C2)C=2OC(=NN2)C(C)(C)C)(=O)=O